C12(CC(C1)C2)N2C(C=C(C(=C2)C(N[C@H](C)C2=CC(=CC=C2)C(F)(F)F)=O)NC2[C@@H]1CN(C[C@H]21)C(=O)[O-])=O (1R,5s,6s)-6-((1-(bicyclo[1.1.1]pent-1-yl)-2-oxo-5-(((R)-1-(3-(trifluoromethyl) phenyl) ethyl) carbamoyl)-1,2-dihydropyridin-4-yl) amino)-3-azabicyclo[3.1.0]hexane-3-carboxylate